(R)-1-((R)-5-(2,5-difluorophenyl)-2,3-dihydro-1H-indene-2-carbonyl)-5-fluoro-2-methylindoline-6-sulfonamide FC1=C(C=C(C=C1)F)C=1C=C2C[C@@H](CC2=CC1)C(=O)N1[C@@H](CC2=CC(=C(C=C12)S(=O)(=O)N)F)C